(bis(tertiary butoxycarbonyl)amino)-6-vinylpyridine C(C)(C)(C)OC(=O)N(C(=O)OC(C)(C)C)C1=NC(=CC=C1)C=C